C1(CC1)CS(=O)(=O)C1=NC=2N(C(N(C(C2N1C)=O)C)=O)CC#CC1=CC=C(C=C1)F 8-((cyclopropylmethyl)sulfonyl)-3-(3-(4-fluorophenyl)prop-2-yn-1-yl)-1,7-dimethyl-3,7-dihydro-1H-purine-2,6-dione